ClC=1C=CC=C2C=CC=C(C12)B1OC(C(O1)(C)C)(C)C 2-(8-Chloronaphthalen-1-yl)-4,4,5,5-tetramethyl-1,3,2-dioxaborolane